2-[4-[[1-(2,6-dibenzyloxy-3-pyridyl)-3-methyl-2-oxo-benzimidazol-5-yl]-methyl-amino]-3-methyl-phenyl]acetic acid C(C1=CC=CC=C1)OC1=NC(=CC=C1N1C(N(C2=C1C=CC(=C2)N(C2=C(C=C(C=C2)CC(=O)O)C)C)C)=O)OCC2=CC=CC=C2